2-(((2R,3R,4R)-3,4,5-triacetoxy-3-ethynyltetrahydrofuran-2-yl)methoxy)-malonate C(C)(=O)O[C@@]1([C@H](OC([C@@H]1OC(C)=O)OC(C)=O)COC(C(=O)[O-])C(=O)[O-])C#C